(2R,5S)-5-((S)-1-((7-chloro-8-fluoro-2-(methylthio)-4-oxo-3,4-dihydropyrido[4,3-d]pyrimidin-5-yl)oxy)ethyl)-2-methylpiperazine-1-carboxylate ClC1=C(C=2N=C(NC(C2C(=N1)O[C@@H](C)[C@H]1NC[C@H](N(C1)C(=O)[O-])C)=O)SC)F